tri-(isodecyl) trimellitate C(C=1C(C(=O)OCCCCCCCC(C)C)=CC(C(=O)OCCCCCCCC(C)C)=CC1)(=O)OCCCCCCCC(C)C